2-(indolin-3-yl-4,5,6,7-d4)-N,N-dimethylethan-1-amine N1CC(C2=C(C(=C(C(=C12)[2H])[2H])[2H])[2H])CCN(C)C